3-Oxo-4-cholenoic acid O=C1C=C2CC[C@H]3[C@@H]4CC[C@H]([C@@H](CCC(=O)O)C)[C@]4(CC[C@@H]3[C@]2(CC1)C)C